tert-butyl (2-fluoro-6-cyclopropylphenyl)carbamate FC1=C(C(=CC=C1)C1CC1)NC(OC(C)(C)C)=O